dipropenyl disulfide C(=CC)SSC=CC